2-((12-(4-(pentafluoro-λ6-sulfanyl)phenyl)dodecyl)thio)ethyl hydrogen ((((R)-1-(6-amino-9H-purin-9-yl)propan-2-yl)oxy)methyl)phosphonate NC1=C2N=CN(C2=NC=N1)C[C@@H](C)OCP(OCCSCCCCCCCCCCCCC1=CC=C(C=C1)S(F)(F)(F)(F)F)(O)=O